(tert-butylsulfinyl)imino-6-methoxy-1,3-dihydrospiro[indene-2,4'-piperidine]-1'-Carboxylate C(C)(C)(C)S(=O)N=C1N(CCC2(C1)CC1=CC(=CC=C1C2)OC)C(=O)[O-]